zinc-iron-chromium oxide [O-2].[Cr+3].[Fe+2].[Zn+2]